CC1C(N(C2CC1C2)C(=O)C2=NC(=CC=C2N2N=CC=N2)C)COC2=NC=C(C=C2)C cis-4-methyl-2-[6-methyl-3-(2H-1,2,3-triazol-2-yl)pyridine-2-carbonyl]-3-{[(5-methylpyridin-2-yl)oxy]methyl}-2-azabicyclo[3.1.1]heptane